NC1=NC=C(C2=C1C(=NN2[C@@H]2CNCC2)C(CC2=C(C(=CC(=C2F)OC)OC)F)=O)C(=O)NCC2CC2 (S)-4-amino-N-(cyclopropylmethyl)-3-((2,6-difluoro-3,5-dimethoxyphenyl)acetyl)-1-(pyrrolidin-3-yl)-1H-pyrazolo[4,3-c]pyridine-7-carboxamide